rac-((2R,3S)-1-(3-cyclobutyl-1H-indazol-6-yl)-4,4-dimethyl-5-oxo-2-phenylpyrrolidin-3-yl)cyclopropanecarboxamide C1(CCC1)C1=NNC2=CC(=CC=C12)N1[C@H]([C@@H](C(C1=O)(C)C)C1(CC1)C(=O)N)C1=CC=CC=C1 |r|